NC1=NC2=C(C=3N1N=C(N3)C=3OC=CC3)C=NN2C(C(=O)N[C@@H]2C[C@H](CCC2)O)C2=CC=CC=C2 2-(5-amino-2-(furan-2-yl)-7H-pyrazolo[4,3-e][1,2,4]triazolo[1,5-c]pyrimidin-7-yl)-N-((1S,3S)-3-hydroxycyclohexyl)-2-phenylacetamide